5-(3-{[(2,5-dioxo-2,5-dihydro-1H-pyrrol-1-yl)acetyl]amino}propyl)phenyl beta-D-glucopyranosiduronic acid O([C@H]1[C@H](O)[C@@H](O)[C@H](O)[C@H](O1)C(=O)O)C1=CC=CC(=C1)CCCNC(CN1C(C=CC1=O)=O)=O